[Cl-].[Cl-].C[Si](=[Zr+2](C1C=C(C2=CC=CC=C12)CCC)C1C=C(C2=CC=CC=C12)CCC)C dimethylsilanediylbis(3-propyl-inden-1-yl)zirconium dichloride